BrC=1C=CC(=NC1)[C@H](C)N[S@@](=O)C(C)(C)C (S)-N-((S)-1-(5-bromopyridin-2-yl)ethyl)-2-methylpropan-2-sulfinamide